2-propyl-2-yl-guanidine 4-(2-(2,6-dioxopiperidin-3-yl)-1-oxoisoindolin-4-yl)but-3-yn-1-yl-4-bromobenzoate O=C1NC(CCC1N1C(C2=CC=CC(=C2C1)C#CCCC1=C(C(=O)O)C=CC(=C1)Br)=O)=O.CC(C)=NC(=N)N